[Cl-].[Cl-].[Cl-].[Cl-].[Na+3] Sodium (III) tetrachloride